ClC1=C(C(=CC=C1)Cl)C#CC1=NNC2=CC=C(C=C12)C(=O)N1CC(CC1)N(C)C (3-((2,6-dichlorophenyl)ethynyl)-1H-indazol-5-yl)(3-(dimethylamino)pyrrolidin-1-yl)methanone